ClC=1C=C2C(C(COC2=C(C1)Cl)CCC#N)=O 3-(6,8-dichloro-4-oxochroman-3-yl)propanenitrile